4-isopropyl-5-(8-methyl-[1,2,4]triazolo[1,5-a]pyridin-6-yl)-N-(2-morpholinoethyl)-1H-pyrazole-3-carboxamide C(C)(C)C=1C(=NNC1C=1C=C(C=2N(C1)N=CN2)C)C(=O)NCCN2CCOCC2